tert-butyl ((R)-2-((4-methyl-3-(((R)-1-(naphthalen-1-yl)ethyl)carbamoyl)phenyl)amino)-2-oxo-1-phenylethyl)carbamate CC1=C(C=C(C=C1)NC([C@@H](C1=CC=CC=C1)NC(OC(C)(C)C)=O)=O)C(N[C@H](C)C1=CC=CC2=CC=CC=C12)=O